6-Bromo-3-fluoro-1H-pyrazolo[4,3-b]pyridine BrC=1C=C2C(=NC1)C(=NN2)F